dimethyl sulfone choline salt OCC[N+](C)(C)C.CS(=O)(=O)C